OC1=C(C(/C=C/C2=CC=C(C=C2)O)=O)C=CC=C1 2',4-DIHYDROXYCHALCONE